tert-butyl 8-((4-(((4-(1,3-dioxoisoindolin-2-yl)butyl)(methyl)amino)methyl)phenyl)amino)-8-oxooctanoate O=C1N(C(C2=CC=CC=C12)=O)CCCCN(C)CC1=CC=C(C=C1)NC(CCCCCCC(=O)OC(C)(C)C)=O